FC(C(=O)O)(F)F.C(=C)C1CNCCC1 3-vinylpiperidine trifluoroacetate